ClC1=C(C=C2C(=N1)COCC2N2C[C@H](NCC2)C2=C(C=CC=C2)OC(C)C)OC (3R)-1-{2-chloro-3-methoxy-5H,6H,8H-pyrano[3,4-b]pyridin-5-yl}-3-(2-isopropoxyphenyl)piperazine